germanium lithium boron sulfide [B]=S.[Li].[Ge]